N-{3-amino-6-[(2-chloro-5-fluorophenyl)carbonyl]-7-cyano-2-methylindazol-5-yl}-5-fluoro-3-(trifluoromethyl)benzamide NC=1N(N=C2C(=C(C(=CC12)NC(C1=CC(=CC(=C1)F)C(F)(F)F)=O)C(=O)C1=C(C=CC(=C1)F)Cl)C#N)C